4-amino-2-(morpholinomethyl)benzonitrile NC1=CC(=C(C#N)C=C1)CN1CCOCC1